4-(difluoromethyl)-1,3-dimethyl-1H-pyrazol-5-sulfonyl chloride FC(C=1C(=NN(C1S(=O)(=O)Cl)C)C)F